2'-(3-chloro-1H-pyrrolo[2,3-b]pyridin-5-yl)-N-phenyl-6',7'-dihydro-5'H-spiro[piperidine-4,4'-pyrazolo[1,5-a]pyridine]-1-carboxamide ClC1=CNC2=NC=C(C=C21)C2=NN1C(C3(CCC1)CCN(CC3)C(=O)NC3=CC=CC=C3)=C2